ClC=1C=CC(=C(C1)C#CC=1C(=NC(=CC1)N)N)C(F)(F)F 3-((5-chloro-2-(trifluoromethyl)phenyl)ethynyl)pyridine-2,6-diamine